N=1N(N=C2C1C=CC=C2)C2=C(C(=CC(=C2)C(C)(C)CC)C(C)(C)CC)O 2-(2H-Benzotriazol-2-yl)-4,6-ditertpentylphenol